C1(CCC1)=C1CN(CC1)C(=O)OC(C)(C)C tert-butyl 3-cyclobutylidenepyrrolidine-1-carboxylate